Cl.NCCCOC(C(=C)C)=O aminopropylmethacrylate hydrochloride